COC1=CC=C(C=C1)C1=C2C=CC(C(=C3C=CC(=C(C=4C=CC(=C(C5=CC=C1N5)C5=CC=C(C=C5)OC)N4)C4=CC=C(C=C4)OC)N3)C3=CC=C(C=C3)OC)=N2.[Co] cobalt tetra(p-methoxyphenyl)porphyrin